CN(C=1C=C(C(=O)NCC(C2=CC=C(C=C2)C2=NOC(=N2)C(F)(F)F)=O)C=CC1)C 3-(dimethylamino)-N-(2-oxo-2-(4-(5-(trifluoromethyl)-1,2,4-oxadiazol-3-yl)phenyl)ethyl)benzamide